C(C)(C)C=1N=C(C2=C(N1)CN(CC2)C(=O)OC(C)(C)C)NC=2N=CN(C2)C2=CC(=C(C(=C2)OC)OC)OC tert-butyl 2-isopropyl-4-((1-(3,4,5-trimethoxyphenyl)-1H-imidazol-4-yl) amino)-5,6-dihydropyrido[3,4-d]pyrimidine-7(8H)-carboxylate